((2S,6S,9aS)-1-(benzylcarbamoyl)-6-(4-hydroxybenzyl)-8-(naphthalen-1-ylmethyl)-4,7-dioxooctahydro-1H-pyrazino[1,2-a]pyrimidin-2-yl)methyl dodecanoate C(CCCCCCCCCCC)(=O)OC[C@H]1N([C@@H]2N(C(C1)=O)[C@H](C(N(C2)CC2=CC=CC1=CC=CC=C21)=O)CC2=CC=C(C=C2)O)C(NCC2=CC=CC=C2)=O